C(C)(=O)NCC(=O)NC=1C(=CC(=C(C(=O)NS(=O)(=O)C=2SC(=CC2)Br)C1)Cl)Cl 5-(2-Acetamidoacetamido)-N-((5-bromothien-2-yl)sulfonyl)-2,4-dichlorobenzamide